1,2-diisocyanobenzene [N+](#[C-])C1=C(C=CC=C1)[N+]#[C-]